C1(C(C1)O)O cyclopropan-1,2-diol